3-[(3-chloro-2-methoxyphenyl)amino]-2-{3-[2-(oxetan-3-yl)ethynyl]pyridin-4-yl}-1H,5H,6H,7H-pyrrolo[3,2-c]pyridin-4-one ClC=1C(=C(C=CC1)NC1=C(NC2=C1C(NCC2)=O)C2=C(C=NC=C2)C#CC2COC2)OC